(5-(((R)-1-((S)-sec-butyl)piperidin-3-yl)oxy)-1-oxoisoindolin-2-yl)piperidine-2,6-dione [C@H](C)(CC)N1C[C@@H](CCC1)OC=1C=C2CN(C(C2=CC1)=O)N1C(CCCC1=O)=O